FC1=C(C(=CC=C1C=1C=NN(C1)CC=1C=NC=NC1)O)N1CC(NS1(=O)=O)=O 5-(2-fluoro-6-hydroxy-3-(1-(pyrimidin-5-ylmethyl)-1H-pyrazol-4-yl)phenyl)-1,2,5-thiadiazolidin-3-one 1,1-dioxide